NC[C@H]1C(N[C@H](C(NCCN([C@H](C(N([C@H](C(N[C@H](C(N1)=O)C1CCCCC1)=O)CC(C)C)C)=O)CCF)CCCCCC)=O)[C@H](C)O)=O (3S,6S,9S,12S,15S)-6-(Aminomethyl)-9-cyclohexyl-15-(2-fluoroethyl)-16-hexyl-3-((S)-1-hydroxyethyl)-12-isobutyl-13-methyl-1,4,7,10,13,16-hexaazacyclooctadecane-2,5,8,11,14-pentaone